NC1=CC=C(CCN(C(CCC(CCC(=O)OCC)(C)C)=O)C)C=C1 Ethyl 7-((4-Aminophenethyl)(Methyl)Amino)-4,4-Dimethyl-7-Oxoheptanoate